COC(=O)C=1C=2CCCN(C2C=CC1C=1C=NN(C1C)CC12CC3CC(CC(C1)C3)C2)C=2N=NC(=CC2)NC=2SC3=C(N2)C=CC=C3 6-(1-(adamantan-1-ylmethyl)-5-methyl-1H-pyrazol-4-yl)-1-(6-(benzo[d]thiazol-2-ylamino)pyridazin-3-yl)-1,2,3,4-tetrahydroquinoline-5-carboxylic acid methyl ester